[K].O=N[C@@H]([C@@H](C)CC)C(=O)O |r| racemic-ketoisoleucine potassium